tert-butyl-4-((4-oxo-7-(trifluoromethyl)-3,4-dihydroquinazolin-6-yl)oxy)piperidine Pyridin-1-carboxylate N1(CC=CC=C1)C(=O)O.C(C)(C)(C)N1CCC(CC1)OC=1C=C2C(NC=NC2=CC1C(F)(F)F)=O